C(#N)C1=CC(N(C=C1)COC1=CC=CC(=N1)C1=CC(=C(CC2=NC3=C(N2CCOC)C=C(C=C3)C(=O)OC)C=C1)F)=O methyl 2-(4-(6-((4-cyano-2-oxopyridin-1(2H)-yl)methoxy)pyridin-2-yl)-2-fluorobenzyl)-1-(2-methoxyethyl)-1H-benzo[d]imidazole-6-carboxylate